NC=1C=2N(C3=CC(=CC=C3N1)C(=O)N(C1COC3=C1C=CC(=C3)C(F)(F)F)C3CC3)C=NC2C 4-amino-N-cyclopropyl-3-methyl-N-(6-(trifluoromethyl)-2,3-dihydrobenzofuran-3-yl)imidazo[1,5-a]quinoxaline-8-carboxamide